N-(9,9-dimethyl-9H-fluoren-4-yl)-N-(4-(phenanthren-9-yl)phenyl)-9,9-diphenyl-9H-fluoren-2-amine CC1(C2=CC=CC=C2C=2C(=CC=CC12)N(C1=CC=2C(C3=CC=CC=C3C2C=C1)(C1=CC=CC=C1)C1=CC=CC=C1)C1=CC=C(C=C1)C=1C2=CC=CC=C2C=2C=CC=CC2C1)C